C(CC)OC1=CC=C(C=O)C=C1 4-propoxy-benzaldehyde